(S or R)-4-((3,4-dimethoxyphenyl)(4-fluorophenyl)methyl)piperidine COC=1C=C(C=CC1OC)[C@@H](C1CCNCC1)C1=CC=C(C=C1)F |o1:10|